8-(2-fluoro-4-nitrophenoxy)-2-(2-methoxyethoxy)-1,5-naphthyridine FC1=C(OC=2C=CN=C3C=CC(=NC23)OCCOC)C=CC(=C1)[N+](=O)[O-]